butoxy acetate C(C)(=O)OOCCCC